FC1(CN(C1)CC1=CC=C(NC2=NC3=CC=C(C=C3C(N2C2=CC=CC=C2)=O)F)C=C1)F 2-{4-[(3,3-difluoroazetidin-1-yl)methyl]anilino}-6-fluoro-3-phenylquinazolin-4(3H)-one